C(C1=CC=CC=C1)C1=C(C(=O)N)C=CC(=C1)Br 2-benzyl-4-bromobenzamide